p-Tolyl-n-octanoat C1(=CC=C(C=C1)OC(CCCCCCC)=O)C